2-(dimethylamino)-1-(4-morpholinylphenyl)-2-benzyl-1-butanone CN(C(C(=O)C1=CC=C(C=C1)N1CCOCC1)(CC)CC1=CC=CC=C1)C